NC=1C=2C(N=C(C1CC1=CC=C(C(=N1)NCC(C#N)(C)C)Br)C)=NON2 3-[6-(7-Amino-5-methyl-[1,2,5]oxadiazolo[3,4-b]pyridin-6-ylmethyl)-3-bromo-pyridin-2-ylamino]-2,2-dimethyl-propionitrile